FC=1C=C2[C@H]([C@H](N(C2=CC1S(=O)(=O)N)C(=O)[C@@H]1CC2=CC=C(C=C2C1)C1=NC=CC=C1)C)C (2R,3R)-5-fluoro-2,3-dimethyl-1-((R)-5-(pyridin-2-yl)-2,3-dihydro-1H-indene-2-carbonyl)indoline-6-sulfonamide